(R)-1-(5-((2-isopropyl-4-methylpiperazin-1-yl)methyl)benzo[d]isoxazol-3-yl)dihydropyrimidine-2,4(1H,3H)-dione C(C)(C)[C@H]1N(CCN(C1)C)CC=1C=CC2=C(C(=NO2)N2C(NC(CC2)=O)=O)C1